piperazine-1-sulfonic acid N1(CCNCC1)S(=O)(=O)O